NC1=NC(N(C2=CC(=CC=C12)CC)C=1C(=NC=CC1)C)=O 4-amino-7-ethyl-1-(2-methylpyridin-3-yl)quinazolin-2(1H)-one